(2,4-Dichlorophenoxy)tributylstannane ClC1=C(O[Sn](CCCC)(CCCC)CCCC)C=CC(=C1)Cl